1,3,3,3-tetramethyl-1-(trimethylsilyl)oxydisiloxanylpropyl ether C[Si](O[Si](C)(C)C)(O[Si](C)(C)C)CCCOCCC[Si](O[Si](C)(C)C)(C)O[Si](C)(C)C